{2-[({8-[(2,6-dimethylbenzyl)amino]-2,3-dimethylimidazo[1,2-a]pyridine-6-yl}carbonyl)-amino]ethoxy}-5-oxopentanoic acid CC1=C(CNC=2C=3N(C=C(C2)C(=O)NCCOC(C(=O)O)CCC=O)C(=C(N3)C)C)C(=CC=C1)C